4-((4-(4-chlorophenyl)piperidin-1-yl)methyl)-N-hydroxybenzamide ClC1=CC=C(C=C1)C1CCN(CC1)CC1=CC=C(C(=O)NO)C=C1